2-methyl-5-(3-methyl-6-azabicyclo[3.1.1]heptan-1-yl)-1,3,4-oxadiazole CC=1OC(=NN1)C12CC(CC(N1)C2)C